C(C=C)[N+](C)(C)CC=C Diallyl-Dimethylammonium